(2,4-difluorophenyl)-9-(trifluoromethyl)-2,3-dihydro-5H-[1,4]thiazino[2,3,4-ij]quinazolin FC1=C(C=CC(=C1)F)C1CN2CN=CC3=CC(=CC(=C23)S1)C(F)(F)F